The molecule is the N(2)-(R)-1-carboxyethyl derivative of L-lysine. It is an amino acid opine and a L-lysine derivative. It is a tautomer of a D-lysopine dizwitterion. C[C@H](C(=O)O)N[C@@H](CCCCN)C(=O)O